C[C@H]1N([C@H](C2=CC=C3C(=C2C1)C=NN3)C=3C=CC(=NC3)N3CCC(CC3)C=O)CC(F)(F)F 1-(5-((6R,8R)-8-methyl-7-(2,2,2-trifluoroethyl)-6,7,8,9-tetrahydro-3H-pyrazolo[4,3-f]isoquinolin-6-yl)pyridin-2-yl)piperidine-4-carbaldehyde